FC(OC=1C=C(C=CC1)N1C(C2(C3=CC(=CC=C13)C(=O)N[C@]1(CS(CC1)(=O)=O)C)CCCC2)=O)F 1'-[3-(difluoromethoxy)phenyl]-N-[(3R)-3-methyl-1,1-dioxo-thiolan-3-yl]-2'-oxo-spiro[cyclopentane-1,3'-indoline]-5'-carboxamide